C1(CC1)N1C=C(C(C2=CC(=C(C=C12)N1CCN(CC1)C)F)=O)C=O 1-cyclopropyl-6-fluoro-7-(4-methylpiperazin-1-yl)-4-oxo-1,4-dihydroquinoline-3-carbaldehyde